3-(5-(Trifluoromethyl)pyridin-2-yl)-3,8-diazabicyclo[3.2.1]octane-8-carboxylic acid tert-butyl ester C(C)(C)(C)OC(=O)N1C2CN(CC1CC2)C2=NC=C(C=C2)C(F)(F)F